3-ethoxy-4-methoxy-1,2,5-thiadiazole-1,1-dioxide C(C)OC1=NS(N=C1OC)(=O)=O